(1-(2,6-dichlorobenzyl)hydrazino)pyridine ClC1=C(CN(N)C2=NC=CC=C2)C(=CC=C1)Cl